3-((5-(5-(difluoromethyl)-1,3,4-oxadiazol-2-yl)pyridin-2-yl)methyl)-1-(3-fluorophenyl)-8-(oxetan-3-yl)-1,3,8-triazaspiro[4.5]decan-2,4-dione FC(C1=NN=C(O1)C=1C=CC(=NC1)CN1C(N(C2(C1=O)CCN(CC2)C2COC2)C2=CC(=CC=C2)F)=O)F